N-[[6-(1H-imidazole-4-carbonyl)-6-azaspiro[2.5]octan-2-yl]methyl]furo[2,3-c]pyridine-2-carboxamide N1C=NC(=C1)C(=O)N1CCC2(C(C2)CNC(=O)C2=CC=3C(=CN=CC3)O2)CC1